(R)-8-(5-methylthiazol-2-yl)-4-(tetrahydro-2H-pyran-4-carbonyl)-N-(1-(2-(trifluoromethyl)pyrimidin-5-yl)ethyl)-3,4-dihydro-2H-benzo[b][1,4]oxazine-6-carboxamide CC1=CN=C(S1)C1=CC(=CC2=C1OCCN2C(=O)C2CCOCC2)C(=O)N[C@H](C)C=2C=NC(=NC2)C(F)(F)F